N-benzyl-2-(5-(2-chloro-4-(2-((3aR,6aS)-tetrahydro-1H-furo[3,4-c]pyrrol-5(3H)-yl)ethoxy)phenyl)pyridin-2-yl)acetamide C(C1=CC=CC=C1)NC(CC1=NC=C(C=C1)C1=C(C=C(C=C1)OCCN1C[C@@H]2[C@H](C1)COC2)Cl)=O